C1(CC1)N1CCN(CC1)C=1C=CC=2N(C(C=C(N2)C=2C=C(C=3N(C2)C=C(N3)C)F)=O)C1 7-(4-cyclopropylpiperazin-1-yl)-2-(8-fluoro-2-methylimidazo[1,2-a]pyridin-6-yl)-4H-pyrido[1,2-a]pyrimidin-4-one